6-[5-fluoro-3-(piperidin-4-yl)cinnolin-7-yl]-2-methylimidazo[1,2-a]pyridine FC1=C2C=C(N=NC2=CC(=C1)C=1C=CC=2N(C1)C=C(N2)C)C2CCNCC2